Natrium (S)-3-(3-(1,6-Dimethyl-4-oxido-2-oxo-1,2-dihydropyridin-3-yl)ureido)-3-(6-methyl-3'-(trifluoromethoxy)biphenyl-3-yl)propanoat CN1C(C(=C(C=C1C)[O-])NC(N[C@@H](CC(=O)[O-])C=1C=C(C(=CC1)C)C1=CC(=CC=C1)OC(F)(F)F)=O)=O.[Na+].[Na+]